C1(CCCCCCC1)C1=NOC(=N1)CC(C(=O)O)=C 2-((3-cyclooctyl-1,2,4-oxadiazol-5-yl)methyl)acrylic acid